C(C)(=O)CC(C)=O monoacetyl-acetone